NC=1C=2N(C=CN1)C(=NC2C)C(C)C=2C(=C(C(=C(C2)Cl)F)C(=O)N2C=C(C=C2)O)OC(C)C (3-(1-(8-amino-1-methylimidazo[1,5-a]pyrazin-3-yl)ethyl)-5-chloro-6-fluoro-2-isopropoxyphenyl)((S)-3-hydroxypyrrol-1-yl)methanone